6-(2-chloro-3-(2,3-dichloropyridin-4-yl)phenyl)-2-methoxynicotinaldehyde ClC1=C(C=CC=C1C1=C(C(=NC=C1)Cl)Cl)C1=NC(=C(C=O)C=C1)OC